BrC1=C(C=C2C(=NC(=NC2=C1F)Cl)N1CCN(CC1)C(=O)OC(C)(C)C)F tert-butyl 4-(7-bromo-2-chloro-6,8-difluoroquinazolin-4-yl)piperazine-1-carboxylate